(2,4,6-trimethylphenyl)-amine CC1=C(C(=CC(=C1)C)C)N